tert-butyl (S)-3-((7-((tert-butoxycarbonyl)(2-fluoro-4-(pyridin-2-yl)benzyl)amino)-3-cyclopropylpyrazolo[1,5-a]pyrimidin-5-yl)amino)pyrrolidine-1-carboxylate C(C)(C)(C)OC(=O)N(C1=CC(=NC=2N1N=CC2C2CC2)N[C@@H]2CN(CC2)C(=O)OC(C)(C)C)CC2=C(C=C(C=C2)C2=NC=CC=C2)F